N-(5-(((1r,5r)-3-oxabicyclo(3.1.0)hexane-1-yl)methoxy)-1,3,4-thiadiazol-2-yl)-2'-chloro-5'-methoxy-6-methyl-(4,4'-bipyridine)-3-carboxamide [C@@]12(COC[C@@H]2C1)COC1=NN=C(S1)NC(=O)C=1C=NC(=CC1C1=CC(=NC=C1OC)Cl)C